N,N'-di(12-hydroxydodecyl)adipoamide OCCCCCCCCCCCCNC(CCCCC(=O)NCCCCCCCCCCCCO)=O